O=C1C(N(CCC1)C(=O)OC(C)(C)C)COC1CCC(CC1)C1=C(C=CC=C1)O tert-butyl 3-oxo-2-({[(1s,4s)-4-(2-hydroxyphenyl)cyclohexyl]oxy}methyl)piperidine-1-carboxylate